(S)-2,3,3-trimethyl-N-(1-(3-methylisoxazol-5-yl)-6-(trifluoromethyl)-1H-benzo[d]imidazol-2-yl)butanamide C[C@H](C(=O)NC1=NC2=C(N1C1=CC(=NO1)C)C=C(C=C2)C(F)(F)F)C(C)(C)C